2-(3-methylisoxazol-5-yl)-N-(5-((1S,3R)-3-((4-methylpyridazin-3-yl)oxy)cyclopentyl)-1H-pyrazol-3-yl)acetamide CC1=NOC(=C1)CC(=O)NC1=NNC(=C1)[C@@H]1C[C@@H](CC1)OC=1N=NC=CC1C